N,N-Dimethyl-3-[6-({4-[(1S,4S)-5-methyl-2,5-diazabicyclo[2.2.1]heptan-2-yl]pyrimidin-2-yl}amino)-[1,3]thiazolo[5,4-c]pyridin-2-yl]benzamide CN(C(C1=CC(=CC=C1)C=1SC=2C=NC(=CC2N1)NC1=NC=CC(=N1)N1[C@@H]2CN([C@H](C1)C2)C)=O)C